4'-O-methylene phosphate P1(=O)(OCO1)[O-]